C(CC)S(=O)CC1CN(C1)C(=O)C=1C(=C(C#N)C=CC1C(F)(F)F)C1=CC=C(C=C1)C(F)(F)F [3-(propylsulfinylmethyl)azetidine-1-carbonyl]-4-(trifluoromethyl)-2-[4-(trifluoromethyl)phenyl]-benzonitrile